OC1=CC(OC(=C1)CCCC=C)=O 4-hydroxy-6-(pent-4-en-1-yl)-2H-pyran-2-one